(R)-3-cyclopentyl-3-(4-(5-methyl-2-((1-(2-morpholino-2-oxoethyl)-1H-pyrazol-4-yl)amino)pyrimidin-4-yl)-1H-pyrazol-1-yl)propanenitrile C1(CCCC1)[C@@H](CC#N)N1N=CC(=C1)C1=NC(=NC=C1C)NC=1C=NN(C1)CC(=O)N1CCOCC1